4,4-bis(4-benzoylbenzyl)morpholinium Tert-butyl-trans-3-ethoxy-6-azabicyclo[3.1.1]heptane-6-carboxylate C(C)(C)(C)OC(=O)N1C2CC(CC1C2)OCC.C(C2=CC=CC=C2)(=O)C2=CC=C(C[N+]1(CCOCC1)CC1=CC=C(C=C1)C(C1=CC=CC=C1)=O)C=C2